4-(1-(isoquinolin-5-ylmethyl)piperidin-4-yl)-1,6-dimethyl-1,4-dihydropyrido[2,3-b]pyrazine-2,3-dione C1=NC=CC2=C(C=CC=C12)CN1CCC(CC1)N1C2=C(N(C(C1=O)=O)C)C=CC(=N2)C